1-(((3S)-1-(((3S)-3-cyano-1-pyrrolidinyl)sulfonyl)-3-piperidinyl)carbonyl)-N-(4-(trifluoromethyl)benzyl)-D-prolinamide C(#N)[C@@H]1CN(CC1)S(=O)(=O)N1C[C@H](CCC1)C(=O)N1[C@H](CCC1)C(=O)NCC1=CC=C(C=C1)C(F)(F)F